cis-benzyl 3-amino-4-(hydroxymethyl)pyrrolidine-1-carboxylate N[C@@H]1CN(C[C@@H]1CO)C(=O)OCC1=CC=CC=C1